4-(4-tert-butylphenyl)biphenyl tert-Butyl-6-(3-tert-butyl-4-hydroxy-phenyl)-3-methyl-3,4-dihydro-2H-pyridine-1-carboxylate C(C)(C)(C)OC(=O)N1CC(CC=C1C1=CC(=C(C=C1)O)C(C)(C)C)C.C(C)(C)(C)C1=CC=C(C=C1)C1=CC=C(C=C1)C1=CC=CC=C1